tris(2,4-difluoro-5-methylphenyl)boron FC1=C(C=C(C(=C1)F)C)B(C1=C(C=C(C(=C1)C)F)F)C1=C(C=C(C(=C1)C)F)F